BrC=1C=C(C=C(C1)C)CN (3-bromo-5-methylphenyl)methanamine